N,N'-Bis[(2-hydroxyphenyl)methylen]-1,2-diaminocyclohexan OC1=C(C=CC=C1)C=NC1C(CCCC1)N=CC1=C(C=CC=C1)O